BrC=1C=C(C=CC1)C1=NC(=NC(=N1)C1=CC(=CC=C1)Cl)C1=CC=CC=C1 2-(3-bromophenyl)-4-(3-chlorophenyl)-6-phenyl-1,3,5-triazine